O=C1NC(CCC1N1C(C2=CC=CC(=C2C1)C#CCCCN1CCN(CC1)C1=CC=C(C(=O)N2CCC(CC2)CCCCNC(\C=C\C=2C=NC=CC2)=O)C=C1)=O)=O (E)-N-(4-(1-(4-(4-(5-(2-(2,6-dioxopiperidin-3-yl)-1-oxoisoindoline-4-yl)pent-4-yn-1-yl)piperazin-1-yl)benzoyl)piperidin-4-yl)butyl)-3-(pyridin-3-yl)acrylamide